FC1=C(C(=CC=C1C=1C=NC(=CC1)N1CCCC1)O)N1CC(NS1(=O)=O)=O 5-(2-fluoro-6-hydroxy-3-(6-(pyrrolidin-1-yl)pyridin-3-yl)phenyl)-1,2,5-thiadiazolidin-3-one 1,1-dioxide